COCCN(CCC[C@H](C(C)C)N)C (R)-N-(2-methoxyethyl)-N,5-dimethylhexane-1,4-diamine